5-(benzyloxy)-1-(2,7-difluoroindeno[1,2-a]inden-4b(9H)-yl)-3-methyl-2,3-dihydro-1H-pyrido[2,1-f][1,2,4]triazine-4,6-dione C(C1=CC=CC=C1)OC=1C(C=CN2N(CN(C(C21)=O)C)C21C(=CC3=CC(=CC=C23)F)CC=2C=C(C=CC21)F)=O